4,4'-methylenebis(2,6-dimethylcyclohexan-1-amine) C(C1CC(C(C(C1)C)N)C)C1CC(C(C(C1)C)N)C